tert-butyl (1R,5R)-6-(difluoromethyl)-6-hydroxy-3,8-diazabicyclo[3.2.1]octane-8-carboxylate FC(C1([C@H]2CNC[C@@H](C1)N2C(=O)OC(C)(C)C)O)F